CC1(OB(OC1(C)C)C1=CC=C(C=C1)S(=O)(=O)[C@@H]1CC[C@H](CC1)NC1=CC(=CC=C1)SC(F)(F)F)C N-[trans-4-[4-(4,4,5,5-tetramethyl-1,3,2-dioxaborolan-2-yl)benzenesulfonyl]cyclohexyl]-3-[(trifluoromethyl)sulfanyl]aniline